ClC1=C(C=CC=C1N1ONC2=NC(=CN=C2O1)Cl)NC(=O)C=1C=CC=C2C=NN(C12)C N-(2-chloro-3-(7-chloro-2,4-dioxa-1,2-dihydropteridine-3(4H)-yl)phenyl)-1-methyl-1H-indazole-7-carboxamide